C1(CC1)C=1C=C(C(=NC1)C1=NC2=C(N1C)C=CC(=C2)C(F)(F)F)SCC 2-(5-cyclopropyl-3-ethylsulfanyl-2-pyridyl)-1-methyl-5-(trifluoromethyl)benzimidazole